N[C@@H](CCC(=O)N[C@@H](CCC(=O)[O-])C(=O)[O-])C(=O)O Gamma-Glutamylglutamate